N(N)C=1SC=C(N1)C1=CC(=CC=C1)Br hydrazino-4-(3'-bromophenyl)thiazole